COC1=NC=C(C2=C1N=C(S2)NC(=O)N2CCC(CC2)N2C(CCC2=O)=O)C2=CC=CC=C2 4-(2,5-Dioxo-pyrrolidin-1-yl)-piperidine-1-carboxylic acid (4-methoxy-7-phenyl-thiazolo[4,5-c]pyridin-2-yl)-amide